[N-]=C=[Se] isoselenocyanate